2-(4-isopropylpiperazin-1-yl)-N-[6-[3-(6-methyl-2-pyridyl)-1H-pyrazol-4-yl]-1,5-naphthyridin-4-yl]acetamide C(C)(C)N1CCN(CC1)CC(=O)NC1=CC=NC2=CC=C(N=C12)C=1C(=NNC1)C1=NC(=CC=C1)C